C(CC)OC(CCCCC[Cu]CCCCCC(OCCC)OCCC)OCCC.[Li] lithium bis[6,6-dipropoxyhexyl]copper